CC(CC(CN)C)N 1,3-dimethyl-1,4-butylenediamine